OC1=CC(=CC2=C1C(=CC(O2)=O)CC(=O)O)O 5,7-Dihydroxy-2-oxo-2H-1-benzopyran-4-acetic acid